CC(C=CS(=O)(=O)O)(C)C trimethyl-propenyl-sulfonic acid